FC1(C(C1)C(O)C1=CC=2C(=NC(=CC2)C2=CC=3C(N=C2)=NN(C3)C)S1)F (2,2-difluorocyclopropyl)(6-(2-methyl-2H-pyrazolo[3,4-b]pyridin-5-yl)thieno[2,3-b]pyridin-2-yl)methanol